(4-iodophenyl)(1-(pyrimidin-2-yl)-1,4,6,7-tetrahydro-5H-[1,2,3]triazolo[4,5-c]pyridin-5-yl)methanone IC1=CC=C(C=C1)C(=O)N1CC2=C(CC1)N(N=N2)C2=NC=CC=N2